ethyl 1-(4-fluorophenyl)-8-methoxy-9-(1-methyl-1H-pyrazol-3-yl)-5,6-dihydroimidazo[5,1-a]isoquinoline-3-carboxylate FC1=CC=C(C=C1)C=1N=C(N2C1C1=CC(=C(C=C1CC2)OC)C2=NN(C=C2)C)C(=O)OCC